[(E)-2-[6-(2-methoxyethoxy)-3-nitropyridin-2-yl]ethenyl]dimethylamine COCCOC1=CC=C(C(=N1)/C=C/N(C)C)[N+](=O)[O-]